CC1CC(=O)OCCCCCCC1 γ-methyldecanolide